C(CC)(=O)O.NCCC 3-aminopropane propionate